(E)-N'-cyano-N-((1,2,3,5,6,7-hexahydro-s-indacen-4-yl)carbamoyl)-2-((R)-1-(methyl-d3)pyrrolidin-2-yl)ethene-1-sulfonimidamide C(#N)N=S(=O)(NC(NC1=C2CCCC2=CC=2CCCC12)=O)\C=C\[C@@H]1N(CCC1)C([2H])([2H])[2H]